NC1=CC2=C(N=C(N=C2)CO)N1C1=C(C(=CC=C1C)O)C 6-amino-7-(3-hydroxy-2,6-dimethylphenyl)-2-(hydroxymethyl)-7H-pyrrolo[2,3-d]pyrimidine